C(CCC)C1(C2=CC(=CC=C2C=2C=CC(=CC12)C1=CC=C(N(C2=CC=CC=C2)C2=CC=CC=C2)C=C1)C#C[Si](C)(C)C)CCCC 4-[9,9-dibutyl-7-(2-trimethylsilylethynyl)fluoren-2-yl]-N,N-diphenyl-aniline